C(OC(C)C)(OCOP(=O)(CO[C@@H](CN1C2=NC=NC(=C2N=C1)NP1(OCCC(O1)C1=CC=NC=C1)=O)C)OCOC(OC(C)C)=O)=O diisopropyl (((((((2R)-1-(6-((2-oxido-4-(pyridin-4-yl)-1,3,2-dioxaphosphinan-2-yl)amino)-9H-purin-9-yl)propan-2-yl)oxy)methyl)phosphoryl)bis(oxy))bis(methylene)) dicarbonate